OC=1C=C2C(=NC1)C(OC21CCN(CC1)C=1OC2(C(N1)=O)CC1=CC=CC=C1C2)(C)C 2'-(3-hydroxy-7,7-dimethyl-1'H,7H-spiro[furo[3,4-b]pyridine-5,4'-piperidin]-1'-yl)-1,3-dihydro-4'H-spiro[indene-2,5'-[1,3]oxazol]-4'-one